mesyl-glucal CS(=O)(=O)C1=C[C@H]([C@@H]([C@H](O1)CO)O)O